COC1=CC=CC(=C1OC)OC 2,3,4-trimethoxybenzene